tert-butyl 3-[3-[4-(cyclopropylcarbamoyl)-3-(difluoromethoxy)-5-methoxy-phenyl]imidazo[1,2-a]pyridin-7-yl]azetidine-1-carboxylate C1(CC1)NC(=O)C1=C(C=C(C=C1OC)C1=CN=C2N1C=CC(=C2)C2CN(C2)C(=O)OC(C)(C)C)OC(F)F